4-(2-[[(Tert-butoxy)carbonyl][2-(dimethylamino)ethyl]amino]-6-chloro-7-(tetramethyl-1,3,2-dioxaborolan-2-yl)quinazolin-4-yl)piperazine-1-carboxylic acid tert-butyl ester C(C)(C)(C)OC(=O)N1CCN(CC1)C1=NC(=NC2=CC(=C(C=C12)Cl)B1OC(C(O1)(C)C)(C)C)N(CCN(C)C)C(=O)OC(C)(C)C